C(=CCCCCCCCCCC)O (8e,10e)-dodecene-1-ol